2-(4-chloro-3-fluoro-phenoxy)-N-[1-(5-methyl-1,3,4-oxadiazol-2-yl)-3-bicyclo[1.1.1]pentanyl]acetamide ClC1=C(C=C(OCC(=O)NC23CC(C2)(C3)C=3OC(=NN3)C)C=C1)F